O[C@@H]1[C@]2(C)[C@@H](CC1)[C@@H]1CC=C3CC(CCC3=C1CC2)=O (17β)-17-Hydroxyestra-5,9-dien-3-one